The molecule is an anionic C20 phospholipid obtained by deprotonation of the phosphate OH groups and protonation of the amino group of C20 phytosphingosine 1-phosphate; major species at pH 7.3. It derives from a C20 phytosphingosine(1+). It is a conjugate acid of a C20 phytosphingosine 1-phosphate. CCCCCCCCCCCCCCCC[C@H]([C@H]([C@H](COP(=O)([O-])[O-])[NH3+])O)O